(S)-2-hydrazineyl-5-(methylsulfinyl)pyridine N(N)C1=NC=C(C=C1)[S@@](=O)C